OC=1C=C2C(NC(C2=CC1)=O)C1=C(NC2=CC=CC=C12)CNCC1=CC=C2C=CNC2=C1 5-hydroxy-3-[2-({[(1H-indol-6-yl)methyl]amino}methyl)-1H-indol-3-yl]-2,3-dihydro-1H-isoindol-1-one